4-HYDROXYNAPHTHALENE-2-CARBOXALDEHYDE OC1=CC(=CC2=CC=CC=C12)C=O